C1(CCCCC1)OC=1C=C(C(=O)NC2=CNC3=CC(=C(C=C23)F)F)C=CC1 3-(cyclohexyloxy)-N-(5,6-difluoro-1H-indol-3-yl)benzamide